2-(1-((trans)-3-fluoropiperidin-4-yl)-1H-pyrazol-4-yl)-N4-(prop-2-yn-1-yl)-5-(trifluoromethyl)pyrimidine-2,4-diamine F[C@@H]1CNCC[C@H]1N1N=CC(=C1)C1(NC=C(C(=N1)NCC#C)C(F)(F)F)N